CC1=C(C=C(C=C1)C1=NOC(=N1)C(C)C1=CC(=CC=C1)OC1=CC=CC=C1)[N+](=O)[O-] 3-(4-methyl-3-nitrophenyl)-5-(1-(3-phenoxyphenyl)ethyl)-1,2,4-oxadiazole